(1S)-1-[6-(2,5-dichloropyridin-4-yl)-4-fluoro-1-(propan-2-yl)-1H-benzimidazol-2-yl]ethan-1-ol ClC1=NC=C(C(=C1)C=1C=C(C2=C(N(C(=N2)[C@H](C)O)C(C)C)C1)F)Cl